(E)-1-benzyl-N-(tert-butyl)pyrrolidin-3-amine C(C1=CC=CC=C1)N1CC(CC1)NC(C)(C)C